[Si](C)(C)(C(C)(C)C)O[C@@H]1[C@H](NCC1)CC(=O)OC methyl 2-((2R,3S)-3-((tert-butyldimethylsilyl)oxy)pyrrolidin-2-yl)acetate